4-(2-(ethyl(methyl)amino)ethyl)naphthalen-2-ol trifluoroacetate FC(C(=O)O)(F)F.C(C)N(CCC1=CC(=CC2=CC=CC=C12)O)C